3-(7-(2-((tert-butoxycarbonyl)amino)-5,7-difluorobenzo[d]thiazol-4-yl)-8-chloro-6-fluoro-1H-pyrazolo[4,3-c]Quinolin-1-yl)azetidine-1-carboxylate C(C)(C)(C)OC(=O)NC=1SC2=C(N1)C(=C(C=C2F)F)C=2C(=CC=1C3=C(C=NC1C2F)C=NN3C3CN(C3)C(=O)[O-])Cl